1-(5-fluoro-3-methylpyridin-2-yl)-5-(trifluoromethyl)-1H-pyrazole-4-carboxamide FC=1C=C(C(=NC1)N1N=CC(=C1C(F)(F)F)C(=O)N)C